6-((2,6-dimethylpyrimidin-4-yl)amino)-N-ethoxy-4-((5-fluoro-4-isopropyl-2-(N-methylmethanesulfonamido)phenyl)amino)nicotinamide CC1=NC(=CC(=N1)NC1=NC=C(C(=O)NOCC)C(=C1)NC1=C(C=C(C(=C1)F)C(C)C)N(S(=O)(=O)C)C)C